N-(4-(4-(4-Cyanophenyl)piperazin-1-yl)phenyl)-4-methoxy-3-methylbenzamide C(#N)C1=CC=C(C=C1)N1CCN(CC1)C1=CC=C(C=C1)NC(C1=CC(=C(C=C1)OC)C)=O